2,6-dimethoxy-N-methyl-4-[[5-[2-methyl-5-[[(1S,5R)-3-oxa-9-azabicyclo[3.3.1]nonan-7-yl]oxy]-4-pyridyl]pyrazolo[1,5-a]pyridin-2-yl]amino]benzamide COC1=C(C(=O)NC)C(=CC(=C1)NC1=NN2C(C=C(C=C2)C2=CC(=NC=C2OC2C[C@@H]3COC[C@H](C2)N3)C)=C1)OC